BrC(C)N1C(=NC(=C1C1=CC=CC=C1)C1=CC=CC=C1)C 1-bromoethyl-2-methyl-4,5-diphenylimidazole